The molecule is a hydrate that is tin dichloride (anh.) combined with 2 mol eq. of water. It has a role as a food antioxidant, a food colour retention agent and a reducing agent. It contains a tin(II) chloride (anhydrous). O.O.[Cl-].[Cl-].[Sn+2]